2-(1,4-oxazepan-6-yl)acetonitrile hydrochloride Cl.O1CCNCC(C1)CC#N